pentanediyl-bis(dodecyl carbamate) C(CCCCN(C([O-])=O)CCCCCCCCCCCC)N(C([O-])=O)CCCCCCCCCCCC